P(=S)(SC1=C(C(=CC=C1)C(C)C)C(C)C)([O-])[O-] diisopropylphenyl dithiophosphate